methyl-1-(8-bromopyrido[2,3-e][1,2,4]triazolo[4,3-a]pyrazin-4-yl)-N-methylazetidin-3-amine sulfate salt monohydrate O.S(=O)(=O)(O)O.CC1N(CC1NC)C=1C=2N(C3=C(N1)N=CC(=C3)Br)C=NN2